ClC=1C=C(C(=NC1N)F)C1=NC=C(C=C1)N1CCN(CC1)C 5'-chloro-2'-fluoro-5-(4-methylpiperazin-1-yl)-[2,3'-bipyridin]-6'-amine